methyl 4,5-bis(benzyloxy)-2-fluorobenzoate C(C1=CC=CC=C1)OC1=CC(=C(C(=O)OC)C=C1OCC1=CC=CC=C1)F